ethyl 2-(5-chloropyrimidin-2-yl)-2-[2-[(4-methoxyphenyl)methyl]-5-(trifluoromethyl)pyrazol-3-yl]-acetate ClC=1C=NC(=NC1)C(C(=O)OCC)C=1N(N=C(C1)C(F)(F)F)CC1=CC=C(C=C1)OC